4-amino-N-((1R,4S)-6-fluoro-1-methylisochroman-4-yl)-N-methylimidazo[1,5-a]quinoxaline-8-carboxamide NC=1C=2N(C3=CC(=CC=C3N1)C(=O)N(C)[C@@H]1CO[C@@H](C3=CC=C(C=C13)F)C)C=NC2